[Hf].C(C)NCC.C(C)NCC.C(C)NCC.C(C)NCC.[Hf] hafnium tetra(diethylamine) hafnium